CN1N=CC(=C1C1=CC=2N(C=C1)N=C(C2)NC(=O)C2CC2)OC[C@H]2CN(CC2)C N-[5-[2-methyl-4-[[(3R)-1-methylpyrrolidin-3-yl]methoxy]pyrazol-3-yl]pyrazolo[1,5-a]pyridin-2-yl]cyclopropanecarboxamide